ethyl (S)-4-methyl-2-((4-(trifluoromethoxy)phenyl)sulfonamido)hexanoate CC(C[C@@H](C(=O)OCC)NS(=O)(=O)C1=CC=C(C=C1)OC(F)(F)F)CC